iso-propyl-acetoacetic acid C(C)(C)CC(CC(=O)O)=O